N2,N6-bis[4-(1,2,3,6-tetrahydropyridin-4-yl)phenyl]pyrazine-2,6-dicarboxamide N1CCC(=CC1)C1=CC=C(C=C1)NC(=O)C1=NC(=CN=C1)C(=O)NC1=CC=C(C=C1)C=1CCNCC1